BrC1=CC2=C(N=C(O2)N2CCC(CC2)COC(C(F)(F)F)=O)C=C1C(=O)OC methyl 6-bromo-2-[4-[(2,2,2-trifluoroacetyl)oxymethyl]-1-piperidyl]-1,3-benzoxazole-5-carboxylate